ClC1=CC(=C(C=C1)S(=O)(=O)N[C@@H]([C@H](C)C1=CC=CC=2CCOC21)C=2OC(NN2)=O)OC 4-chloro-N-((1S,2R)-2-(2,3-dihydrobenzofuran-7-yl)-1-(5-oxo-4,5-dihydro-1,3,4-oxadiazol-2-yl)propyl)-2-methoxybenzenesulfonamide